ClC1=CC=C(C=N1)C1=C(C=C(C=C1)NC(CC1=C(C=C(C=C1)Cl)Cl)=O)S(N)(=O)=O N-[4-(6-chloropyridin-3-yl)-3-sulfamoylphenyl]-2-(2,4-dichlorophenyl)acetamide